[Si](C)(C)(C(C)(C)C)O[C@@H](CC1=NOC(=N1)CN1C(N2C(=CC1=O)C(CC2)=O)=O)C2=CC=C(C=C2)Cl 2-({3-[(2s)-2-[(tert-butyldimethylsilyl)oxy]-2-(4-chlorophenyl)ethyl]-1,2,4-oxadiazol-5-yl}methyl)-6H,7H-pyrrolo[1,2-c]pyrimidine-1,3,5-trione